3-(((tert-butyldimethylsilyl)oxy)methyl)-1-oxo-2,8-diazaspiro[4.5]decane-8-carboxylic acid tert-butyl ester C(C)(C)(C)OC(=O)N1CCC2(CC(NC2=O)CO[Si](C)(C)C(C)(C)C)CC1